5-((R)-3-((cyclobutylmethyl)amino)piperidin-1-yl)pyridin C1(CCC1)CN[C@H]1CN(CCC1)C=1C=CC=NC1